tert-Butyl-11,11-difluoro-8-hydroxy-8-methyl-3,4,8,9,10,11-hexahydro-1H-pyrido[4',3':3,4]pyrazolo[1,5-a]azepine-2(7H)-carboxylate C(C)(C)(C)OC(=O)N1CC=2C(=NN3C2C(CCC(C3)(C)O)(F)F)CC1